C(C)O[Si](CCCSSCCC[Si](OCC)(OCC)OCC)(OCC)OCC bis(3-triethoxysilylpropyl)disulphide